2-[(1S,4S,5R)-5-[[5-cyclopropyl-3-(2,6-dichlorophenyl)-1,2-oxazol-4-yl]methoxy]-2-azabicyclo[2.2.1]heptan-2-yl]-4-[7-oxaspiro[3.5]nonan-2-yl]-1,3-benzothiazole-6-carboxylic acid C1(CC1)C1=C(C(=NO1)C1=C(C=CC=C1Cl)Cl)CO[C@H]1[C@@H]2CN([C@H](C1)C2)C=2SC1=C(N2)C(=CC(=C1)C(=O)O)C1CC2(C1)CCOCC2